[Si](C)(C)(C(C)(C)C)OCN1C(C(NC2=C(C=CC(=C12)F)C#CC1=CC=CC=C1)C)=O ((tert-butyldimethylsilyloxy)methyl)-8-fluoro-3-methyl-5-(2-phenylethynyl)-1,2,3,4-tetrahydroquinoxalin-2-one